(3-((3-amino-6-(2-hydroxyphenyl)pyridazin-4-yl)amino)bicyclo[1.1.1]pentan-1-yl)acetamide NC=1N=NC(=CC1NC12CC(C1)(C2)CC(=O)N)C2=C(C=CC=C2)O